[Si](C)(C)(C(C)(C)C)OC(CC1=CC(NN1)=O)CCl 5-(2-((tert-butyldimethylsilyl)oxy)-3-chloropropyl)-1,2-dihydro-3H-pyrazol-3-one